2-[(E)-3-[6-(diethylamino)-1,1-dimethyl-2H-xantheneium-3-yl]prop-2-enyliden]-3,3-dimethyl-indoline-5-sulfonate C(C)N(C=1C=C2[O+]=C3C=C(CC(C3=CC2=CC1)(C)C)/C=C/C=C1NC2=CC=C(C=C2C1(C)C)S(=O)(=O)[O-])CC